6-(Cyclopropylmethoxy)-N-[(2S)-1-(3-fluoropropyloxy)propan-2-yl]-5-(3-methoxyphenylazetidin-1-yl)pyridine-2-carboxamide C1(CC1)COC1=C(C=CC(=N1)C(=O)N[C@H](COCCCF)C)N1C(CC1)C1=CC(=CC=C1)OC